COC(=O)C=1C=C2C(N(CC2=C(C1)Br)C1C(NC(CC1)=O)=O)=O 7-Bromo-2-(2,6-dioxopiperidin-3-yl)-3-oxoisoindoline-5-carboxylic acid methyl ester